NCCNCCN1CCN(CC1)CCN N-(2-aminoethyl)piperazine-1,4-diethylamine